4-methyl-4-aza-pentacyclo[9.2.1.11,7.02,6.08,13]-10-pentadecene-3-one CN1C(C2C34C5CC(=CCC5C(C2C1)C4)C3)=O